(4-(benzofuran-3-yl)thiophen-2-yl)-3-oxopropanoic acid methyl ester COC(C(C=O)C=1SC=C(C1)C1=COC2=C1C=CC=C2)=O